C(#N)N=S(=O)(NC(NC1=C2CCCC2=CC=2CCCC12)=O)\C=C\[C@@]1(N(CCC1)C)C (E)-N'-cyano-2-((R)-1,2-dimethylpyrrolidin-2-yl)-N-((1,2,3,5,6,7-hexahydro-s-indacen-4-yl)carbamoyl)ethene-1-sulfonimidamide